ClC=1C=C2C(=CC(=NC2=CC1)C(F)(F)F)N[C@@H]1C[C@@H](CCC1)NC(=O)C1=CC(=NN1CC)C(=O)OC methyl 5-{[(1R,3S)-3-{[6-chloro-2-(trifluoromethyl)quinolin-4-yl]amino}cyclohexyl]carbamoyl}-1-ethyl-1H-pyrazole-3-carboxylate